benzyl (R)-4-(phenylthio)-3-((4-sulfamoyl-2-((trifluoromethyl)sulfonyl)phenyl)amino)butanoate C1(=CC=CC=C1)SC[C@@H](CC(=O)OCC1=CC=CC=C1)NC1=C(C=C(C=C1)S(N)(=O)=O)S(=O)(=O)C(F)(F)F